2-amino-7-(4-chlorobenzyl)-1H-purin-6(7H)-one NC=1NC(C=2N(C=NC2N1)CC1=CC=C(C=C1)Cl)=O